OC1CCC(CC1)NC([O-])=O N-(4-hydroxycyclohexyl)carbamate